ClC1=CC=C2C=CNC2=C1C=1N=COC1 4-(6-chloro-1H-indol-7-yl)oxazole